CC(CC1=CC=CC=C1)NC(C#N)C1=CC=CC=C1 2-(α-methylphenylethyl-amino)-2-phenylacetonitrile